3-((2-methyl-5-(propan-2-ylidene)cyclohexyl)thio)propanoic acid CC1C(CC(CC1)=C(C)C)SCCC(=O)O